(S)-3-(3-(4-hydroxy-1-methyl-2-oxo-1,2-dihydropyridin-3-yl)ureido)-3-(4-(3-methylbenzyl)phenyl)propanoic acid OC1=C(C(N(C=C1)C)=O)NC(N[C@@H](CC(=O)O)C1=CC=C(C=C1)CC1=CC(=CC=C1)C)=O